1-(3-(1',2'-Dihydrospiro[cyclopropane-1,3'-pyrrolo[2,3-b]pyridin]-5'-yl)-1H-indol-7-yl)piperazin-2-one N1CC2(C=3C1=NC=C(C3)C3=CNC1=C(C=CC=C31)N3C(CNCC3)=O)CC2